FC1(CC(C1)OC=1N=CC(=NC1)C1=CC(=NO1)O)C1=C(C=CC(=C1)OC(F)(F)F)F 5-[5-({trans-3-fluoro-3-[2-fluoro-5-(trifluoromethoxy)phenyl]-cyclobutyl}oxy)pyrazin-2-yl]isoxazol-3-ol